3-((1-methylaziridin-2-yl)methyl)-1H-indol-4-yl acetate C(C)(=O)OC1=C2C(=CNC2=CC=C1)CC1N(C1)C